CC1CCCCCC\C=C/CCCCCCCC(O1)=O (Z)-18-methyloxacyclooctadec-10-en-2-one